6-chloro-3-((1-(2-chlorobenzoyl)-4-hydroxypiperidin-4-yl)methyl)-7-(4-((3R,6S)-6-methylmorpholin-3-yl)phenyl)-3,7-dihydro-4H-pyrrolo[2,3-d]pyrimidin-4-one ClC1=CC2=C(N=CN(C2=O)CC2(CCN(CC2)C(C2=C(C=CC=C2)Cl)=O)O)N1C1=CC=C(C=C1)[C@H]1NC[C@@H](OC1)C